3,3'-bis(methoxymethyl)biphenyl COCC=1C=C(C=CC1)C1=CC(=CC=C1)COC